N,N-dihydroxyethyl-lauramide ON(C(C(CCCCCCCCCC)CC)=O)O